CN1C(C(=CC=C1)C(=O)N)=O 1-methyl-2-oxopyridine-3-carboxamide